1H-imidazole-4-amide N1C=NC(=C1)C(=O)N